N-tert-butyl-3-(4-fluorophenyl)-5-iodobenzamide C(C)(C)(C)NC(C1=CC(=CC(=C1)I)C1=CC=C(C=C1)F)=O